NC=1NC(C2=C(N1)NC(=C2)C2=CC=C(C=C2)F)=O 2-amino-6-(4-fluorophenyl)-3,7-dihydropyrrolo[2,3-d]pyrimidin-4-one